(3-((1R,4S)-4-((Dimethylamino)methyl)-cyclohexyl)-1,2,3-oxadiazol-3-ium-5-yl)((3-((S)-2-fluoro-2-(2-fluorophenyl)acetamido)-5-(trifluoromethyl)phenyl)carbamoyl)amide CN(C)CC1CCC(CC1)[N+]1=NOC(=C1)[N-]C(NC1=CC(=CC(=C1)C(F)(F)F)NC([C@H](C1=C(C=CC=C1)F)F)=O)=O